N-(1-butylpiperidin-4-yl)-5-methyl-N-(pyridin-3-ylmethyl)-1H-indazole-3-carboxamide C(CCC)N1CCC(CC1)N(C(=O)C1=NNC2=CC=C(C=C12)C)CC=1C=NC=CC1